3,3-dimethyl-6-vinyl-1,4-dihydroquinolin-2-one CC1(C(NC2=CC=C(C=C2C1)C=C)=O)C